2-amino-3-cyano-4-(4-thiazolyl)-6-methyl-4H-pyran-5-carboxylic acid methyl ester COC(=O)C=1C(C(=C(OC1C)N)C#N)C=1N=CSC1